CCCCCCCCCCCCCCCC(=O)O[C@@H]1[C@H]([C@]2([C@@H](C=C(C[C@]3([C@H]2C=C(C3=O)C)O)CO)[C@H]4[C@@]1([C@]4(C)CO)OC(=O)C)O)C The molecule is a phorbol ester that consists of 16-hydroxyphorbol bearing O-hexadecanoyl (palmitoyl) and O-decanoyl substituents at position 12 and 13 respectively. It is a phorbol ester and a tertiary alpha-hydroxy ketone.